ClC=1C=C(C=CC1)C([C@H](C1=CC=CC=C1)OC(N[C@H](C(=O)N[C@H](CO)C[C@H]1C(NCC1)=O)CC1CCCCC1)=O)(F)F ((S)-3-cyclohexyl-1-(((S)-1-hydroxy-3-((S)-2-oxopyrrolidin-3-yl)propan-2-yl)amino)-1-oxopropan-2-yl)carbamic acid (S)-2-(3-chlorophenyl)-2,2-difluoro-1-phenylethyl ester